1-(hydroxymethyl)cyclopropane-carbonitrile OCC1(CC1)C#N